N(=[N+]=[N-])CC1(OC2=C(C1)C=C(C=C2[C@@H](C)N[S@](=O)C(C)(C)C)Br)C (R)-N-((1R)-1-(2-(azidomethyl)-5-bromo-2-methyl-2,3-dihydrobenzofuran-7-yl)ethyl)-2-methylpropane-2-sulfinamide